N[C@@]1(CN(CC1)C1=NN2C(S1)=NC=C2C2=C(C=C(C=C2)F)OC)CO (S)-(3-amino-1-(5-(4-fluoro-2-methoxyphenyl)imidazo[2,1-b][1,3,4]thiadiazol-2-yl)pyrrolidin-3-yl)methanol